BrC=1C=CC(=C(C(=O)NC2=NC(=CC=C2)C)C1)C 5-bromo-2-methyl-N-(6-methyl-2-pyridinyl)benzamide